1-tert-butoxycarbonyl-5-[6-(2,6-dimethylphenyl)-2-[(6-nitro-2-pyridyl)sulfonylamino]pyrimidin-4-yl]oxy-piperidine-3-carboxylic acid C(C)(C)(C)OC(=O)N1CC(CC(C1)OC1=NC(=NC(=C1)C1=C(C=CC=C1C)C)NS(=O)(=O)C1=NC(=CC=C1)[N+](=O)[O-])C(=O)O